C(C)OC(=O)C=1C(=C(NC1)C1=CC=C(C=C1)C(F)(F)F)C1=C(C=CC=C1)C(F)(F)F (2-(trifluoromethyl)phenyl)-2-(4-(trifluoromethyl)phenyl)Azole-4-carboxylic acid ethyl ester